N,N'-bisacryloyl-cystine C(C=C)(=O)N[C@@H](CSSC[C@@H](C(=O)O)NC(C=C)=O)C(=O)O